FC=1C(=C(C=CC1)NC(=S)C1=C(CCNC1=O)NCC1=C(C=NC=C1)O)OC N-(3-fluoro-2-methoxy-phenyl)-4-[(3-hydroxy-4-pyridyl)methylamino]-6-oxo-2,3-dihydro-1H-pyridine-5-carbothioamide